(6-chloro-4-hydroxy-2-methoxypyridin-3-yl)ethan-1-one ClC1=CC(=C(C(=N1)OC)C(C)=O)O